4-aminoimidazo[1,2-a]quinoxaline-8-carboxylic acid NC=1C=2N(C3=CC(=CC=C3N1)C(=O)O)C=CN2